N-(2-Fluoropropyl)aniline FC(CNC1=CC=CC=C1)C